C([C@H]([C@H]([C@@H](C(=O)CNCC(=O)O)O)O)O)O The molecule is a fructosamine, a glyco-amino acid and a glycine derivative. It has a role as a human metabolite. It is a conjugate acid of a fructosylglycinate.